N5-((1R,3s,5S)-8-azabicyclo[3.2.1]octan-3-yl)-N7-(5-methyl-1H-pyrazol-3-yl)-1,6-naphthyridine-5,7-diamine [C@H]12CC(C[C@H](CC1)N2)NC=2C=1C=CC=NC1C=C(N2)NC2=NNC(=C2)C